3-amino-6-chloro-2-(3-methoxy-2,6-dimethyl-phenyl)pyridine-4-carboxamide NC=1C(=NC(=CC1C(=O)N)Cl)C1=C(C(=CC=C1C)OC)C